ethyl 2-({6-[(1,3-benzothiazol-2-yl)amino]-5-methylpyridazin-3-yl}(methyl)amino)-5-(3-{4-[3-(dimethylamino)prop-1-yn-1-yl]-2-fluorophenoxy}-2-hydroxypropyl)-1,3-thiazole-4-carboxylate S1C(=NC2=C1C=CC=C2)NC2=C(C=C(N=N2)N(C=2SC(=C(N2)C(=O)OCC)CC(COC2=C(C=C(C=C2)C#CCN(C)C)F)O)C)C